trans-4-(hydroxymethyl)cyclohexane-carboxylic acid OC[C@@H]1CC[C@H](CC1)C(=O)O